1-(4-((4-((4-([1,2,4]triazolo[1,5-a]pyridin-7-yloxy)-2-fluoro-3-methylphenyl)amino)-7-methoxypyrido[3,2-d]pyrimidin-6-yl)oxy)piperidin-1-yl)prop-2-en-1-one N=1C=NN2C1C=C(C=C2)OC2=C(C(=C(C=C2)NC=2C1=C(N=CN2)C=C(C(=N1)OC1CCN(CC1)C(C=C)=O)OC)F)C